2-(2-chlorophenyl)-N-[4-(2,4-dimethyl-1,3-thiazol-5-yl)-3-sulfamoylphenyl]Acetamide ClC1=C(C=CC=C1)CC(=O)NC1=CC(=C(C=C1)C1=C(N=C(S1)C)C)S(N)(=O)=O